3-(5-((4-((((1R,2S,4R)-1,7,7-trimethylbicyclo[2.2.1]heptan-2-yl)amino)methyl)benzyl)amino)benzofuran-3-yl)piperidine-2,6-dione C[C@@]12[C@H](C[C@@H](CC1)C2(C)C)NCC2=CC=C(CNC=1C=CC3=C(C(=CO3)C3C(NC(CC3)=O)=O)C1)C=C2